((2'S)-3'-((4-(N-acetoxyacetamido)benzoyl)oxy)-6'-hydroxy-2',4',6'-trimethyl-7'-oxo-2',3',6',7'-tetrahydrospiro[cyclopropane-1,5'-inden]-2'-yl)methyl 4-(N-acetoxyacetamido)benzoate C(C)(=O)ON(C(C)=O)C1=CC=C(C(=O)OC[C@@]2(C=C3C(C(C4(C(=C3C2OC(C2=CC=C(C=C2)N(C(C)=O)OC(C)=O)=O)C)CC4)(C)O)=O)C)C=C1